ClC1=NC=C(C(=N1)C=1C=C(C=C(C1)C)C1=CC=CC=C1)Cl 2,5-dichloro-4-(5-methyl-[1,1'-biphenyl]-3-yl)pyrimidine